N-(2,4-difluorophenyl)-4-[5-(trifluoromethyl)-1,2,4-oxadiazol-3-yl]benzamide FC1=C(C=CC(=C1)F)NC(C1=CC=C(C=C1)C1=NOC(=N1)C(F)(F)F)=O